4,4'-bis(2,3,5,6-tetrafluoro-4-(9-carbazolyl)styryl)biphenyl FC1=C(C=CC2=CC=C(C=C2)C2=CC=C(C=C2)C=CC2=C(C(=C(C(=C2F)F)N2C3=CC=CC=C3C=3C=CC=CC23)F)F)C(=C(C(=C1F)N1C2=CC=CC=C2C=2C=CC=CC12)F)F